1-methyl-4,5,6,7-tetrahydroindazol-3-amine CN1N=C(C=2CCCCC12)N